butyl (4-methoxy-1,2,5-oxadiazole-3-carbonyl)(phenyl)carbamate COC=1C(=NON1)C(=O)N(C(OCCCC)=O)C1=CC=CC=C1